C(C)OC1=C(C=CC(=C1)C=O)OC(C1=C(C=CC=C1)O)=O 2-Ethoxy-4-formylphenyl-2-hydroxybenzoat